C(C(C)C)(=O)OC1CC2C3C=CCC3C1C2 3a,4,5,6,7,7a-hexahydro-1-4,7-methanoinden-6-yl isobutyrate